N1C(CC=2C1=NC=CC2)=O 1,3-dihydro-2H-pyrrolo[2,3-b]pyridine-2-one